N1(NCCN2C1CNCC2)C(=O)N octahydro-1H-pyrazino[2,1-c][1,2,4]triazine-1-carboxamide